C(C=C)(=O)N1CCC2(CC(C2)N2N=NC(=C2C)C=2C=C(C=3N(C2)N=CC3C#N)O[C@@H](CO)C3=NC=C(C=C3)F)CC1 (R)-6-(1-(7-acryloyl-7-azaspiro[3.5]nonan-2-yl)-5-methyl-1H-1,2,3-triazol-4-yl)-4-(1-(5-fluoropyridin-2-yl)-2-hydroxyethoxy)pyrazolo[1,5-a]pyridine-3-carbonitrile